methyl (2S)-5-amino-6-[[6-(methoxycarbonyl)spiro[3.3]heptan-2-yl]amino]-2-methyl-1,2,3,4-tetrahydroquinoline-1-carboxylate NC1=C2CC[C@@H](N(C2=CC=C1NC1CC2(C1)CC(C2)C(=O)OC)C(=O)OC)C